ClC=1C=C(C=CC1C1C(N(C(CC1)=O)COCC[Si](C)(C)C)=O)N1CC(C1)NC(OC(C)(C)C)=O tert-butyl (1-(3-chloro-4-(2,6-dioxo-1-((2-(trimethylsilyl)ethoxy)methyl) piperidin-3-yl)phenyl)azetidin-3-yl)carbamate